5-amino-2-[1-(2,5-difluorophenyl)ethyl]-8-(2,6-dimethyl-4-pyridyl)-7-phenyl-[1,2,4]triazolo[4,3-c]pyrimidin-3-one NC1=NC(=C(C=2N1C(N(N2)C(C)C2=C(C=CC(=C2)F)F)=O)C2=CC(=NC(=C2)C)C)C2=CC=CC=C2